N-Allyl-7-fluoro-1-methyl-1,2-dihydro-3H-benzo[e]indole-3-carboximidamide C(C=C)NC(=N)N1CC(C=2C3=C(C=CC12)C=C(C=C3)F)C